N1(N=CC=C1)CC=1C=CC(=NC1OC)C(=O)NS(=O)(=O)C1=C(C=CC=C1OCC(F)(F)F)OC 5-((1H-pyrazol-1-yl)methyl)-6-methoxy-N-((2-methoxy-6-(2,2,2-trifluoroethoxy)phenyl)sulfonyl)picolinamide